NCCC(=O)N1CCC(CC1)C1=NNC(=C1C(C)C)C=1C=C(C=2N(C1)N=CN2)C 3-amino-1-(4-(4-isopropyl-5-(8-methyl-[1,2,4]triazolo[1,5-a]pyridin-6-yl)-1H-pyrazol-3-yl)piperidin-1-yl)propan-1-one